C12COCC(CC1)N2C(=O)C2=CC(=C(C=C2)C(=O)N2C[C@H]([C@@H](CC2)N2CC1=CC=CC=C1CC2)O)OCC (4-(3-oxa-8-azabicyclo[3.2.1]octane-8-carbonyl)-2-ethoxyphenyl)((3R,4R)-4-(3,4-dihydroisoquinolin-2(1H)-yl)-3-hydroxypiperidin-1-yl)methanone